2-(2-((3R,4R)-3-Amino-4-fluoropiperidin-1-yl)-5,6-difluoro-1H-benzo[d]imidazol-1-yl)-N-methyl-N-((tetrahydrofuran-3-yl)methyl)acetamid N[C@@H]1CN(CC[C@H]1F)C1=NC2=C(N1CC(=O)N(CC1COCC1)C)C=C(C(=C2)F)F